rhenium molybdenum tungsten oxygen [O].[W].[Mo].[Re]